(R)-4-(3-(3-isopropyl-4-(2-(3-methylpiperazin-1-yl)ethoxy)phenyl)-4,4-dimethyl-5-oxo-2-thioxoimidazolidin-1-yl)-2-(trifluoromethyl)benzonitrile hydrochloride Cl.C(C)(C)C=1C=C(C=CC1OCCN1C[C@H](NCC1)C)N1C(N(C(C1(C)C)=O)C1=CC(=C(C#N)C=C1)C(F)(F)F)=S